CC1=CC=C(C=N1)N1C[C@H](CCC1)N(CC1=CC(=NC=C1)C)CC1=CNC2=NC=CC=C2C1=O 3-({[(3S)-1-(6-methylpyridin-3-yl)piperidin-3-yl][(2-methylpyridin-4-yl)methyl]amino}methyl)-1,4-dihydro-1,8-naphthyridin-4-one